N-(4-(4-amino-7-cyano-3-(3-methoxy-4-((4-methylpyrimidin-2-yl)oxy)phenyl)-1H-pyrrolo[3,2-c]pyridin-2-yl)phenyl)acrylamide NC1=NC=C(C2=C1C(=C(N2)C2=CC=C(C=C2)NC(C=C)=O)C2=CC(=C(C=C2)OC2=NC=CC(=N2)C)OC)C#N